1,4,7,10-tetra-t-butyl-perylene methyl-16-hydroxyhexadecanoate COC(CCCCCCCCCCCCCCCO)=O.C(C)(C)(C)C1=CC=C2C(=CC=C3C4=C(C=CC5=C(C=CC(C1=C23)=C45)C(C)(C)C)C(C)(C)C)C(C)(C)C